O=C1NC(CCC1N1C(C2=CC=C(C=C2C1=O)C1CCN(CC1)CC1CCN(CC1)C=1C(=CC2=C(C(C=3NC4=CC(=CC=C4C3C2=O)C#N)(C)C)C1)CC)=O)=O 8-(4-((4-(2-(2,6-dioxopiperidin-3-yl)-1,3-dioxoisoindolin-5-yl)piperidin-1-yl)methyl)piperidin-1-yl)-9-ethyl-6,6-dimethyl-11-oxo-6,11-dihydro-5H-benzo[b]carbazole-3-carbonitrile